1-(2,6-dibenzyloxy-3-pyridyl)-3-methyl-5-pyrrolidin-3-yl-benzimidazol-2-one C(C1=CC=CC=C1)OC1=NC(=CC=C1N1C(N(C2=C1C=CC(=C2)C2CNCC2)C)=O)OCC2=CC=CC=C2